7,8-diamino-2-(4-(methylamino)phenyl)-4H-chromen-4-one NC1=CC=C2C(C=C(OC2=C1N)C1=CC=C(C=C1)NC)=O